C(C)C1=C(NC2=CC=C(C=C12)C1CCN(CC1)CCN)C1=C2C(=NC=C1)NN=C2 2-(4-(3-ethyl-2-(1H-pyrazolo[3,4-b]pyridin-4-yl)-1H-indol-5-yl)piperidin-1-yl)ethan-1-amine